N-((5-chloro-2-methylphenyl)aminomethyl)benzamide ClC=1C=CC(=C(C1)NCNC(C1=CC=CC=C1)=O)C